1,2-dichloro-5-fluoro-3-nitrobenzene ClC1=C(C(=CC(=C1)F)[N+](=O)[O-])Cl